4-chloro-N-(1-(2-methyl-3-(trifluoromethyl)phenyl)ethyl)-6-oxo-1-(tetrahydro-2H-pyran-4-yl)-1,6-dihydropyridine-3-carboxamide ClC=1C(=CN(C(C1)=O)C1CCOCC1)C(=O)NC(C)C1=C(C(=CC=C1)C(F)(F)F)C